COC1=CC=C(CN(C2=NC=NN3C2=NC=C3C=3C=NN(C3)C=3C(=CC(=C(C3)NC(C3=CC(=CC=C3)C(F)(F)F)=O)F)C)CC3=CC=C(C=C3)OC)C=C1 N-(5-(4-(4-(bis(4-methoxybenzyl)amino)imidazo[2,1-f][1,2,4]triazin-7-yl)-1H-pyrazol-1-yl)-2-fluoro-4-methylphenyl)-3-(trifluoromethyl)benzamide